C(C)(=O)N1CC(CC1)C(=O)OCCCN1N=C(C=2C(NCC3(CCOCC3)CC21)=O)CC 3-(3-ethyl-4-oxo-spiro[6,8-dihydro-5H-pyrazolo[4,3-c]azepine-7,4'-tetrahydropyran]-1-yl)propyl 1-acetylpyrrolidine-3-carboxylate